3-(4-(bromomethyl)phenyl)-5-(3,5-dichlorophenyl)-5-(trifluoromethyl)-4,5-dihydro-isoxazole BrCC1=CC=C(C=C1)C1=NOC(C1)(C(F)(F)F)C1=CC(=CC(=C1)Cl)Cl